O=C1C[C@@H](CN1)OC(=O)N1CCN(CC1)C1=NC=2N(C=C1)N=CC2C=2C(=NC=CC2)OC2CN(C2)C (S)-5-Oxopyrrolidin-3-yl-4-(3-(2-((1-methylazetidin-3-yl)oxy)pyridin-3-yl)pyrazolo[1,5-a]pyrimidin-5-yl)piperazine-1-carboxylate